BrC=1N=C(C(=NC1)N1CCC2([C@@H]([C@@H](OC2)C)NC(OC(C)(C)C)=O)CC1)CF tert-butyl (3S,4S)-8-(5-bromo-3-(fluoromethyl) pyrazin-2-yl)-3-methyl-2-oxa-8-azaspiro[4.5]decan-4-ylcarbamate